5-Chloro-2-fluoro-4-(6-fluorobenzo[c][1,2,5]oxadiazol-5-yl)aniline ClC=1C(=CC(=C(N)C1)F)C1=CC=2C(=NON2)C=C1F